ClC1=C(C=NC2=C1N(C=1C=CC(=CC21)C=O)CC(F)(F)F)C#N 4-chloro-8-formyl-5-(2,2,2-trifluoroethyl)pyrido[3,2-b]indole-3-carbonitrile